1-(2-fluorophenyl)cyclopropan-1-amine FC1=C(C=CC=C1)C1(CC1)N